FC1=C(C(=O)OC)C(=CC=C1[N+](=O)[O-])F methyl 2,6-difluoro-3-nitro-benzoate